FC1=C(CNC2CCOC3=CC(=CC=C23)OC)C=CC(=C1)F 4-(2,4-difluorobenzylamino)-7-methoxychroman